BrC1=CC=C2C(=N1)NC=C2S(=O)(=O)NC2=NC(=C(C(=N2)OC)CCC#N)OC 6-bromo-N-[5-(2-cyanoethyl)-4,6-dimethoxy-pyrimidin-2-yl]-1H-pyrrolo[2,3-b]pyridine-3-sulfonamide